tert-butyl (1R,2S,5S)-3-allyl-2-((S)-but-3-en-2-yl)-3,8-diazabicyclo[3.2.1]octane-8-carboxylate C(C=C)N1[C@H]([C@H]2CC[C@@H](C1)N2C(=O)OC(C)(C)C)[C@@H](C)C=C